C1(CCCCCCC1)NC(CC)C 3-Cyclooctylaminobutan